1-isopropyl-3-(1,1,1-trifluoro-2-((R or S)-3-(2-(5-fluorothiophen-2-yl)ethyl)-1-(2-(6-methylpyridin-3-yl)propan-2-yl)pyrrolidin-3-yl)propan-2-yl)urea C(C)(C)NC(=O)NC(C(F)(F)F)(C)[C@]1(CN(CC1)C(C)(C)C=1C=NC(=CC1)C)CCC=1SC(=CC1)F |o1:13|